(S)-7-((1r,4S)-4-(1-methyl-3-(trifluoromethyl)-1H-pyrazol-5-yl)cyclohexyl)-2-thia-7-azaspiro[4.5]decane 2,2-dioxide CN1N=C(C=C1C1CCC(CC1)N1C[C@@]2(CCS(C2)(=O)=O)CCC1)C(F)(F)F